C(C1=CC(C(=O)[O-])=CC=C1)(=O)[O-].[Na+].[Na+] disodium isophthalate